4-Methyl-2-(2-methylpropyl)tetrahydro-2H-pyran CC1CC(OCC1)CC(C)C